C(C)C1=NN(C2=CC(=CC=C12)NC([C@H](CO)NC(OC(C)(C)C)=O)=O)C=1C=C(C=CC1)C (S)-tert-butyl (1-((3-ethyl-1-(m-tolyl)-1H-indazol-6-yl)amino)-3-hydroxy-1-oxopropan-2-yl)carbamate